FC=1C=2N(C=C(C1)NC(=O)C=1N=CC(=NC1)C1CCN(CC1)C(=O)OC(C)(C)C)C=C(N2)C tert-butyl 4-(5-((8-fluoro-2-methylimidazo[1,2-a]pyridin-6-yl)carbamoyl)pyrazin-2-yl)piperidine-1-carboxylate